CC(CN1N=CC(=C1)C=1C=CC(=NC1C1=CC=2N(N=C1)C=C(N2)C)C#N)(C)C 5-[1-(2,2-dimethylpropyl)-1H-pyrazol-4-yl]-6-(2-methylimidazo[1,2-b]pyridazin-7-yl)pyridine-2-carbonitrile